S1C=NC=C1COC(N)=O carbamic acid 5-thiazolylmethyl ester